C(=O)(OC(C)(C)C)N[C@H](CC1=C(C=C(C=C1)Cl)Cl)C(=O)O Boc-2,4-dichloro-D-phenylalanine